NCC=1C=CC(=NC1)N1C(NC(CC1)=O)=O 1-(5-(aminomethyl)pyridin-2-yl)dihydropyrimidine-2,4(1H,3H)-dione